[(9aS)-3-(3-Chloro-4-fluorophenyl)-3,4,6,7,9,9a-hexahydro-1H-pyrazino[2,1-c][1,4]thiazin-8-yl]-(2-chloro-3-methoxyphenyl)methanon ClC=1C=C(C=CC1F)C1CN2[C@H](CS1)CN(CC2)C(=O)C2=C(C(=CC=C2)OC)Cl